2-(4-((7-methoxyquinolin-4-yl)amino)phenyl)acetic acid COC1=CC=C2C(=CC=NC2=C1)NC1=CC=C(C=C1)CC(=O)O